5-fluoro-2-((5,6,7,8-tetrahydropyrido[3,4-d]pyrimidin-4-yl)oxy)benzonitrile FC=1C=CC(=C(C#N)C1)OC=1C2=C(N=CN1)CNCC2